C(=O)[C@H]1N(C(OC1)(C)C)C(=O)OC(C)(C)C |r| tert-butyl rac-(4S)-4-formyl-2,2-dimethyl-oxazolidine-3-carboxylate